FC(COC=1C=C(C2=NN(C(C(=C2N1)C1=CC=C(C=C1)OC(F)F)=O)C1=CC2=CN(N=C2C=C1)C)C=O)F 6-(2,2-difluoroethoxy)-4-(4-(difluoromethoxy)phenyl)-2-(2-methyl-2H-indazol-5-yl)-3-oxo-2,3-dihydropyrido[3,2-c]pyridazine-8-carbaldehyde